1-Butyl-1,1,3,3,5,5,7,7,9,9-decamethylpentasiloxane C(CCC)[Si](O[Si](O[Si](O[Si](O[SiH](C)C)(C)C)(C)C)(C)C)(C)C